1,3-Bis[4-(dimethylamino)-2-hydroxyphenyl]-2,4-dihydroxycyclobutenediylium dihydroxide [OH-].[OH-].CN(C1=CC(=C(C=C1)[C+]1[C+](C(=C1O)C1=C(C=C(C=C1)N(C)C)O)O)O)C